CC1=NN=C(O1)C1=C(C=C(C=C1)[N+](=O)[O-])S(=O)(=O)Cl 2-(5-methyl-1,3,4-oxadiazol-2-yl)-5-nitrobenzenesulfonyl chloride